N-((4bR,9bR)-1-amino-7-((R)-1-cyclopropylethyl)-4b-hydroxy-10-oxo-9b,10-dihydro-4bH-indeno[1,2-b]benzofuran-9b-yl)-1,5-dimethyl-2-oxo-2,3-dihydro-1H-imidazole-4-carboxamide NC1=C2C([C@]3([C@](OC4=C3C=CC(=C4)[C@H](C)C4CC4)(C2=CC=C1)O)NC(=O)C=1NC(N(C1C)C)=O)=O